3-[9,9-dimethylacridin-10(9H)-yl]-9H-xanthen-9-one CC1(C2=CC=CC=C2N(C=2C=CC=CC12)C=1C=CC=2C(C3=CC=CC=C3OC2C1)=O)C